S1C(=CC=2C1=NC=CC2)C(=N)N thieno[2,3-b]pyridine-2-carboxamidine